BrC1=C(C=NN(C1=O)C)N[C@@H]1C[C@@H](CN(C1)C)C1=CC=C(C=C1)CN1CCC2(CCN(CC2)C=2C=C(C=CC2)C2C(NC(CC2)=O)=O)CC1 3-[3-[9-[[4-[(3R,5R)-5-[(5-bromo-1-methyl-6-oxo-pyridazin-4-yl)amino]-1-methyl-3-piperidyl]phenyl]methyl]-3,9-diazaspiro[5.5]undecan-3-yl]phenyl]piperidine-2,6-dione